N-(3-(allyloxy)phenyl)-4-methoxybenzenesulfonamide C(C=C)OC=1C=C(C=CC1)NS(=O)(=O)C1=CC=C(C=C1)OC